BrC=1C=C(C(=NC1)N)O[C@H](C)C1=C(C=NC=C1F)F 5-bromo-3-[(1R)-1-(3,5-difluoropyridin-4-yl)ethoxy]pyridin-2-amine